NC=1C(=C(OC=2C=C3C(N(C=NC3=CC2)C=2C=NC(=NC2)N2CCN(CC2)C(=O)OC(C)(C)C)=O)C(=CC1)F)F tert-butyl 4-[5-[6-(3-amino-2,6-difluoro-phenoxy)-4-oxo-quinazolin-3-yl]pyrimidin-2-yl]piperazine-1-carboxylate